C(C=C)(=O)N1[C@@H](COC[C@H]1C)C=1C=C(C=C(C1)Cl)C1=CC(=C(C=C1)F)C(=O)N 3'-((3R,5R)-4-acryloyl-5-methylmorpholin-3-yl)-5'-chloro-4-fluoro-[1,1'-biphenyl]-3-carboxamide